OCC(C(=O)N1CC2=CC(=CC=C2CC1)OC1=CC=C(C=C1)C(F)(F)F)=C 2-(hydroxymethyl)-1-(7-(4-(trifluoromethyl)phenoxy)-3,4-dihydroisoquinolin-2(1H)-yl)prop-2-en-1-one